C1(CC1)C1=CC=C(C=C1)CC(=O)N[C@H]1CN([C@H](C1)C)C=1C=NC=C(C1)C(F)(F)F 2-(4-cyclopropylphenyl)-N-((3R,5S)-5-methyl-1-(5-(trifluoromethyl)pyridin-3-yl)pyrrolidin-3-yl)acetamide